C(=O)OC1=C(C=CC(=C1)C(F)(F)F)C1=C2C(=C(N=N1)NCC(C)(C)N(C)C)C=NC=C2 2-(4-{[2-(dimethylamino)-2-methylpropyl]amino}pyrido[3,4-d]pyridazin-1-yl)-5-(trifluoromethyl)phenol formate